ClC1=CC2=C(N(C(N2CCN2CCOCC2)=O)C2CCN(CC2)C2CCC(CC2)C)C=C1Cl 5,6-dichloro-1-(1-(4-methylcyclohexyl)piperidin-4-yl)-3-(2-morpholinoethyl)-1,3-dihydro-2H-benzo[d]imidazol-2-one